COC=1C=C(CN(CCCCCC(=O)N(CC=2SC=CC2)CC=2SC=CC2)S(=O)(=O)C=2SC=CC2)C=CC1 6-[(3-methoxybenzyl)(2-thienylsulfonyl)amino]-N,N-bis(2-thienylmethyl)hexanamide